ClC1=C(COC=2C(=NC=C(N2)C=2C=C3C=CNC3=CC2)N)C(=CC=C1F)F 3-(2-chloro-3,6-difluoro-benzyloxy)-5-(1H-indol-5-yl)-pyrazin-2-ylamine